N-(4-cyano-2-fluorophenyl)-4-[(2-methylphenyl)methyl]-1H-pyrrole-3-sulfonamide C(#N)C1=CC(=C(C=C1)NS(=O)(=O)C1=CNC=C1CC1=C(C=CC=C1)C)F